CN1C2=C(C=C1C(=O)OCC)SC=C2 Ethyl 4-methylthieno[3,2-b]pyrrole-5-carboxylate